6-(6-aminopyrazin-2-yl)-N-[4-(4-prop-2-ynylpiperazin-1-yl)phenyl]imidazo[1,2-a]pyrazin-8-amine NC1=CN=CC(=N1)C=1N=C(C=2N(C1)C=CN2)NC2=CC=C(C=C2)N2CCN(CC2)CC#C